FC(C1=CC=C(C=C1)NC1CN(CC1)C(=O)OCC1=CC=CC=C1)(F)F benzyl 3-((4-(trifluoromethyl)phenyl)amino)pyrrolidine-1-carboxylate